6-(3,5-di-tert-butyl-4-methoxyphenyl)-1H-indole C(C)(C)(C)C=1C=C(C=C(C1OC)C(C)(C)C)C1=CC=C2C=CNC2=C1